C(=O)C1=CC(=C(C=C1[N+](=O)[O-])S(=O)(=O)N(C)C)C 4-formyl-N,N,2-trimethyl-5-nitrobenzenesulfonamide